cyclopropancarboxylat C1(CC1)C(=O)[O-]